N1(CCC1)C1CC(C1)CN1N=CC(=C1)C1=NC2=C(C(=CC=C2N=C1)OC1=CC2=C(N=C(N2)C)C=C1)Cl 2-[1-[[3-(azetidin-1-yl)cyclobutyl]methyl]pyrazol-4-yl]-8-chloro-7-[(2-methyl-3H-benzimidazol-5-yl)oxy]quinoxaline